C(C)OC(=O)C=1NC2=CC(=CC(=C2C1)F)OC 4-fluoro-6-methoxy-1H-indole-2-carboxylic acid ethyl ester